COC(=O)C1(CCN(CC1)C1=C(C=C(C=C1)C(F)(F)F)C#N)C1=CC=C(C=C1)Br 4-(4-bromophenyl)-1-[2-cyano-4-(trifluoromethyl)phenyl]Piperidine-4-carboxylic acid methyl ester